7-acetyl-3-((3-isopropoxy-3-oxopropyl)amino)benzo[e][1,2,4]triazine-1-Oxide C(C)(=O)C1=CC2=C(N=C(N=[N+]2[O-])NCCC(=O)OC(C)C)C=C1